C(CCC(=O)O)(=O)N[C@@H](C)C(=O)O succinyl-alanine